ClC=1C(=NC=C(C1)F)CC12CC(CC(CC1)N2C(=O)C2=NNC(=C2)C2=CC(=NC=C2F)OC)C(=O)N ((3-chloro-5-fluoropyridin-2-yl)methyl)-8-(5-(5-fluoro-2-methoxypyridin-4-yl)-1H-pyrazole-3-carbonyl)-8-azabicyclo[3.2.1]octane-3-carboxamide